NC1=NC(=C2N=CN(C2=N1)CCNC(=O)C1=CC(=NN1)C1=CC=C(C=C1)OC)O N-(2-(2-amino-6-hydroxy-9H-purin-9-yl)ethyl)-3-(4-methoxyphenyl)-1H-pyrazole-5-carboxamide